5-(4-(4-((tert-butoxycarbonyl)amino)butoxy)phenyl)pentanoic acid C(C)(C)(C)OC(=O)NCCCCOC1=CC=C(C=C1)CCCCC(=O)O